C(C=C)C1=CC(=C(C(=C1)OC)O)N1N=C2C(=N1)C=CC(=C2)Cl 4-allyl-2-(5-chloro-2H-benzo[d][1,2,3]-triazole-2-yl)-6-methoxyphenol